3,4-Dimethylphenyl 3-deoxy-3-[4-(3,4,5-trifluorophenyl)-1H-1,2,3-triazol-1-yl]-1-thio-α-D-galactopyranoside FC=1C=C(C=C(C1F)F)C=1N=NN(C1)[C@@H]1[C@H]([C@@H](SC2=CC(=C(C=C2)C)C)O[C@@H]([C@@H]1O)CO)O